BrC1=CC2=CN(N=C2C(=C1OC)C)C1CCC(CC1)CO ((1R,4R)-4-(5-bromo-6-methoxy-7-methyl-2H-indazol-2-yl)cyclohexyl)methanol